ClC=1C(=NC(=NC1)NC=1C=C(C=CC1)NC(C1=CC(=CC=C1)NC(\C=C\CN(C)C)=O)=O)C1=CNC2=CC=CC=C12 N-[3-[[5-chloro-4-(1H-indol-3-yl)pyrimidin-2-yl]amino]phenyl]-3-[[(E)-4-(dimethylamino)but-2-enoyl]amino]benzamide